Cl.FC1=C(C=C(OC2CC(C2)NCC2=C3C=CN=CC3=C(C=C2)C)C=C1)C(F)(F)F (1r,3r)-3-(4-fluoro-3-(trifluoromethyl)phenoxy)-N-((8-methylisoquinolin-5-yl)methyl)cyclobutane-1-amine hydrochloride